(2-hydroxyethyl)-6-nitrospiro[2H-1-benzopyran-2,2'-indoline] OCCN1C2(CC3=CC=CC=C13)OC1=C(C=C2)C=C(C=C1)[N+](=O)[O-]